3,5-dimethylphenylphenoxylithium CC=1C=C(C=C(C1)C)C1=C(O[Li])C=CC=C1